COC1=CC=C(C(/C=C/C2=CC=CC=C2)=O)C=C1 Trans-4'-methoxychalcone